ethyl (Z)-hexadeca-9,15-dienoate C(CCCCCCC\C=C/CCCCC=C)(=O)OCC